(2S)-3-(3-amino-5-methyl-phenyl)-2-[(3R)-1-tert-butoxycarbonylpyrrolidin-3-yl]propionic acid NC=1C=C(C=C(C1)C)C[C@H](C(=O)O)[C@@H]1CN(CC1)C(=O)OC(C)(C)C